pyridinecarboxylic acid isooctyl ester C(CCCCC(C)C)OC(=O)C1=NC=CC=C1